C(COCCOCCOCCOCC#C)NC(O)=O (3,6,9,12-tetraoxapentadec-14-yn-1-yl)carbamic acid